COC1=NC=CC(=C1)[C@H](C1CCN(CC1)C(=O)C=1C=CC2=C(NC(CO2)=O)C1)C1=CC=CC=C1 6-[4-[(R)-(2-Methoxy-4-pyridyl)-phenylmethyl]piperidin-1-carbonyl]-4H-1,4-benzoxazin-3-on